2-Naphthylamine C1=C(C=CC2=CC=CC=C12)N